C(C)N(C1=CC=C(C(=O)C2=CC=CC=C2)C=C1)CC 4-(diethyl-amino)benzophenone